C(C)(=O)OCCCCCCCCCCCCC\C=C/CCCl (14Z)-17-chloro-14-heptadecenyl acetate